pyrazolo[4,3-e]as-triazin N1N=CC=2N=CN=NC21